(S)-N-(5-(7-(N-(3-cyanophenyl)sulfamoyl)-2-(1-cyclopropylethyl)-1-oxoisoindol-5-yl)-1-methyl-1H-pyrazol-3-yl)acetamide C(#N)C=1C=C(C=CC1)NS(=O)(=O)C=1C=C(C=C2CN(C(C12)=O)[C@@H](C)C1CC1)C1=CC(=NN1C)NC(C)=O